Nitrotriphenylene [N+](=O)([O-])C1=CC=CC=2C3=CC=CC=C3C3=CC=CC=C3C12